(2S,4S)-4-fluoro-1-(2-(4-((7-methoxyquinolin-5-yl)amino)piperidin-1-yl)acetyl)pyrrolidine-2-carbonitrile F[C@H]1C[C@H](N(C1)C(CN1CCC(CC1)NC1=C2C=CC=NC2=CC(=C1)OC)=O)C#N